(Z)-4-amino-4-oxobut-2-enoic acid NC(\C=C/C(=O)O)=O